C1(CC1)C1=C(C=C(C(=C1)[N+](=O)[O-])OC)N1CCC2(CCN(CC2)CC2CCN(CC2)C=2C=C3C(N(C(C3=CC2)=O)C2C(NC(CC2)=O)=O)=O)CC1 5-(4-((9-(2-cyclopropyl-5-methoxy-4-nitrophenyl)-3,9-diazaspiro[5.5]undec-3-yl)methyl)piperidin-1-yl)-2-(2,6-dioxopiperidin-3-yl)isoindole-1,3-dione